N-[1-[2-Oxo-2-[(2S)-2-cyanopyrrolidin-1-yl]ethyl]-4-piperidyl]chinolin-8-carboxamid O=C(CN1CCC(CC1)NC(=O)C=1C=CC=C2C=CC=NC12)N1[C@@H](CCC1)C#N